[Na+].OC(CCC(=O)[O-])CCC 4-(hydroxy)heptanoic acid sodium salt